ethyl-N,N-dimethylthiocarbamoyl tetrasulfide C(C)S=C(N(C)C)SSSSC(N(C)C)=SCC